CC1=CC=C(CSC2=NN=C3N2C(=CC(N3)=O)CCC)C=C1 3-[(4-methylbenzyl)sulfanyl]-5-propyl[1,2,4]triazolo[4,3-a]pyrimidin-7(8H)-one